S-(2-palmitamidoethyl)-N-palmitoyl-L-cysteinyl-D-seryl-L-lysyl-L-lysyl-L-lysyl-L-lysine C(CCCCCCCCCCCCCCC)(=O)NCCSC[C@H](NC(CCCCCCCCCCCCCCC)=O)C(=O)N[C@H](CO)C(=O)N[C@@H](CCCCN)C(=O)N[C@@H](CCCCN)C(=O)N[C@@H](CCCCN)C(=O)N[C@@H](CCCCN)C(=O)O